6-((1-(2-fluoro-5-methylphenyl)ethyl)amino)-3-(tetrahydro-2H-pyran-4-yl)-1,3,5-triazine-2,4(1H,3H)-dione FC1=C(C=C(C=C1)C)C(C)NC1=NC(N(C(N1)=O)C1CCOCC1)=O